[2-[(4-bromopyridin-2-yl)carbamoyl]ethyl]-3-(hydroxymethyl)piperazine-1-carboxylate BrC1=CC(=NC=C1)NC(=O)CCOC(=O)N1CC(NCC1)CO